(2S,3R)-3-hydroxy-4-((N-cyclopropyl-4-aminophenyl)sulfonamido)-1-phenylbutanol O[C@H](CC(O)C1=CC=CC=C1)CNS(=O)(=O)C1=CC=C(C=C1)NC1CC1